[O-]S(=O)(=O)C(F)(F)F.C(C)[NH+]1CC(CC1)CC 1,3-diethylpyrrolidinium triflate